C1(CCC1)[S@@](=O)CSC1=C(C#N)C(=CC(=N1)C1=CC=2C(N=C1)=NN(C2)C)C2CC1(COC1)C2 (R)-2-(((cyclobutylsulfinyl)methyl)thio)-6-(2-methyl-2H-pyrazolo[3,4-b]pyridin-5-yl)-4-(2-oxaspiro[3.3]heptan-6-yl)nicotinonitrile